N-(3-(5-(2-chloro-4-(2,3-dihydroxypropoxy)phenyl)-1H-pyrrolo[2,3-b]pyridine-3-carbonyl)-2,4-difluorophenyl)propane-1-sulfonamide ClC1=C(C=CC(=C1)OCC(CO)O)C=1C=C2C(=NC1)NC=C2C(=O)C=2C(=C(C=CC2F)NS(=O)(=O)CCC)F